tert-butyl (R)-3-(3-(2-hydroxy-4-(trifluoromethyl)-phenyl)-4-methyl-5,6-dihydro-7H-pyrrolo[2,3-c]pyridazin-7-yl)piperidine-1-carboxylate OC1=C(C=CC(=C1)C(F)(F)F)C1=C(C2=C(N=N1)N(CC2)[C@H]2CN(CCC2)C(=O)OC(C)(C)C)C